(R)-2-(6-(2-(4-bromo-2-fluorobenzyl)-2H-tetrazol-5-yl)pyridin-2-yl)-2-hydroxypropane-1-sulfonamide BrC1=CC(=C(CN2N=C(N=N2)C2=CC=CC(=N2)[C@@](CS(=O)(=O)N)(C)O)C=C1)F